t-butyl-(3S)-4-(6-fluoro-7-(2-fluoro-6-hydroxyphenyl)-1-(2-(methoxycarbonyl)-6-methylphenyl)-2-oxo-1,2-dihydropyridino[2,3-d]pyrimidin-4-yl)-3-methylpiperazine-1-carboxylic acid C(C)(C)(C)C1N(CCN([C@H]1C)C=1C2=C(N(C(N1)=O)C1=C(C=CC=C1C)C(=O)OC)N=C(C(=C2)F)C2=C(C=CC=C2O)F)C(=O)O